Dimethyl 2,6-dimethyl-4-oxo-4H-pyran-3,5-dicarboxylate CC=1OC(=C(C(C1C(=O)OC)=O)C(=O)OC)C